BrC1=CN=C(C2=CC(=C(C=C12)C(=O)N)OC(C)C)O[C@H]1CN(CCC1)C(CC#N)=O (R)-4-bromo-1-((1-(2-cyanoacetyl)piperidin-3-yl)oxy)-7-isopropoxyisoquinoline-6-carboxamide